dioleylglycerol CCCCCCCC/C=C\CCCCCCCCC(O)C(O)C(O)CCCCCCCC/C=C\CCCCCCCC